Octacosa-12,15-dienoic acid C(CCCCCCCCCCC=CCC=CCCCCCCCCCCCC)(=O)O